ClC1=C(C(=CC=2NC(=NC21)C(O)C2=CC=C(C=C2)S(=O)(=O)CC)Cl)C2=C(C=CC=C2)OC(F)F (4,6-dichloro-5-(2-(difluoromethoxy)phenyl)-1H-benzo[d]imidazol-2-yl)(4-(ethylsulfonyl)phenyl)methanol